CP(CCN(C)C)C 2-(dimethylphosphino)-N,N-dimethylethylamine